BrC=1C=NN(C1)C1CC(CC1)N(C)C 3-(4-bromo-1H-pyrazol-1-yl)-N,N-dimethylcyclopentan-1-amine